L-6-phosphoglucose P(=O)(O)(O)OC[C@H]([C@H]([C@@H]([C@H](C=O)O)O)O)O